C1(CC1)N(CC[C@@H](C(=O)O)NC(=O)O[C@H](C)C1=CC=CC=C1)CCCCC1=NC=2NCCCC2C=C1 (S)-4-(cyclopropyl(4-(5,6,7,8-tetrahydro-1,8-naphthyridin-2-yl)butyl)amino)-2-((((R)-1-phenylethoxy)carbonyl)amino)butanoic acid